C(C)N1N(C2=NC(=NC=C2C1=O)SC)C1=CC=CC(=N1)OC1CCN(CC1)C(=O)OC(C)(C)C tert-butyl 4-({6-[2-ethyl-6-(methylsulfanyl)-3-oxo-1H,2H,3H-pyrazolo[3,4-d]pyrimidin-1-yl]pyridin-2-yl}oxy)piperidine-1-carboxylate